COC(=O)C1=CC(=NN1CCCN)Br (3-aminopropyl)-3-bromo-1H-pyrazole-5-carboxylic acid methyl ester